ClC=1C=NC2=CC=C(C=C2C1)S(=O)(=O)Cl 3-chloroquinoline-6-sulfonyl chloride